4-Chloro-N-(6-(2-hydroxypropan-2-yl)pyridin-3-yl)pyrimidine-2-carboxamide ClC1=NC(=NC=C1)C(=O)NC=1C=NC(=CC1)C(C)(C)O